1-[(1S,4S)-5-[5-(3-iodo-7-methyl-1H-indazol-1-yl)pyridin-2-yl]-2,5-diazabicyclo[2.2.1]heptan-2-yl]ethan-1-one IC1=NN(C2=C(C=CC=C12)C)C=1C=CC(=NC1)N1[C@@H]2CN([C@H](C1)C2)C(C)=O